((1R)-2-(benzofuran-3-yl)-1-(3-((3-methoxyphenylethyl)amino)-2-methyl-3-oxopropanamido)ethyl)boronic acid O1C=C(C2=C1C=CC=C2)C[C@H](NC(C(C(=O)NCCC2=CC(=CC=C2)OC)C)=O)B(O)O